C(#C)C1=CC(=C(C=C1)N1CC(N(C2(CN(C2)C(=O)NC)C1=O)CC1=CC=C(C=C1)C1(N=N1)C(F)(F)F)=O)F 8-(4-ethynyl-2-fluorophenyl)-N-methyl-6,9-dioxo-5-(4-(3-(trifluoromethyl)-3H-diazirin-3-yl)benzyl)-2,5,8-triazaspiro[3.5]nonane-2-carboxamide